6-[[5-chloro-3-(2,2,2-trifluoroethoxy)-2-pyridyl]oxy]-N-[(1S,2R)-3,3-difluoro-2-hydroxy-cyclohexyl]-1,3-benzoxazole-2-carboxamide ClC=1C=C(C(=NC1)OC1=CC2=C(N=C(O2)C(=O)N[C@@H]2[C@H](C(CCC2)(F)F)O)C=C1)OCC(F)(F)F